C1(CCCCC1)N[SiH](OC)OC cyclohexylaminodimethoxysilane